COC1=CC=C(CN2N=CC3=CC(=CC=C23)NC(OC(C)(C)C)=O)C=C1 tert-butyl (1-(4-methoxybenzyl)-1H-indazol-5-yl)carbamate